ClC1=C(C=C(OCC(=O)NC23CC(C2)(C3)NC3=NC(=CN=C3)N3CCOCC3)C=C1)F 2-(4-chloro-3-fluorophenoxy)-N-(3-{[6-(morpholin-4-yl)pyrazin-2-yl]amino}bicyclo[1.1.1]pentan-1-yl)acetamide